6-(6-chloro-4-((3R,6R)-6-fluoro-1,4-oxazepan-3-yl)pyridin-2-yl)pyrimidin-4-amine ClC1=CC(=CC(=N1)C1=CC(=NC=N1)N)[C@@H]1COC[C@@H](CN1)F